FC(C(=O)O)(F)F.ClC1=CC=C(C[C@H]2CO[C@H](CN2C2CCC(CC2)C2=NN(C(=C2)C)C)C)C=C1 (2s,5S)-5-(4-chlorobenzyl)-4-(4-(1,5-dimethyl-1H-pyrazol-3-yl)cyclohexyl)-2-methylmorpholine 2,2,2-trifluoroacetate